6-(2-amino-5-(4-(piperidin-1-yl)phenyl)pyridin-3-yl)-3,4-dihydroisoquinolin-1(2H)-one NC1=NC=C(C=C1C=1C=C2CCNC(C2=CC1)=O)C1=CC=C(C=C1)N1CCCCC1